N1NCN2C1=CN=C1C3=C(C=CC21)OC=C3 tetrahydrofuro[3,2-f][1,2,4]triazolo[4,3-a]quinoxaline